3',6'-di(3-oxa-6-azabicyclo[3.1.1]heptan-6-yl)-N-(2-(2-((6-chlorohexyl)oxy)ethoxy)ethyl)-2-diazo-3-oxo-2,3-dihydrospiro[indene-1,9'-xanthene]-6-carboxamide C12COCC(N1C=1C=CC=3C4(C5=CC=C(C=C5OC3C1)N1C3COCC1C3)C(C(C3=CC=C(C=C34)C(=O)NCCOCCOCCCCCCCl)=O)=[N+]=[N-])C2